4a-(3-fluorophenyl)octahydro-2H-benzo[b][1,4]oxazine hydrochloride Cl.FC=1C=C(C=CC1)C12C(OCCN1)CCCC2